1-{[(2S,3R)-3-ethyl-5-oxopyrrolidin-2-yl]methoxy}-7-(propan-2-yloxy)-4-[(pyridin-3-ylsulfonyl)amino]isoquinoline-6-carboxamide C(C)[C@H]1[C@H](NC(C1)=O)COC1=NC=C(C2=CC(=C(C=C12)OC(C)C)C(=O)N)NS(=O)(=O)C=1C=NC=CC1